FC=1C=CC(=NC1C(F)(F)F)[C@@H](NC(=O)[C@H]1NC(NC1)=O)C1=CC=C(C=C1)OC(F)(F)F (S)-N-((S)-(5-fluoro-6-(trifluoromethyl)pyridin-2-yl)(4-(trifluoromethoxy)-phenyl)-methyl)-2-oxoimidazolidine-4-carboxamide